COC=1C=C(C=CC1)C(C(=O)OC)N1C=NC2=CC=C(C=C2C1=O)C=1C=NNC1 methyl 2-(3-methoxyphenyl)-2-(4-oxo-6-(1H-pyrazol-4-yl)quinazolin-3(4H)-yl)acetate